1-(cyclopentanecarbonyl)-N-((S)-4-methyl-1-oxo-1-(((S)-3-oxo-1-((S)-2-oxopyrrolidin-3-yl)-4-(2,3,5,6-tetrafluorophenoxy)butan-2-yl)amino)pentan-2-yl)piperidine-4-carboxamide C1(CCCC1)C(=O)N1CCC(CC1)C(=O)N[C@H](C(N[C@@H](C[C@H]1C(NCC1)=O)C(COC1=C(C(=CC(=C1F)F)F)F)=O)=O)CC(C)C